1-(2-((tert-butyldimethylsilyl)oxy)-2-methylpropyl)-2-(ethoxymethyl)-4-iodo-5-(naphthalen-1-yl)-1H-imidazole [Si](C)(C)(C(C)(C)C)OC(CN1C(=NC(=C1C1=CC=CC2=CC=CC=C12)I)COCC)(C)C